[Si](C1=CC=CC=C1)(C1=CC=CC=C1)(C(C)(C)C)OCC(=O)N1CC2(C34[Co]5C4(CN(CCCO2)S(=O)(=O)C)[Co]53)C1 2-[(tert-butyldiphenylsilyl)oxy]-1-{7'-methanesulfonyl-3'-oxa-7'-aza-10',11'-dicobaltaspiro[azetidine-3,2'-tetracyclo[7.2.0.01,10.09,11]undecan]-1-yl}ethan-1-one